N=1ON=C2C1C=CC=C2S(=O)(=O)N2CC1=C(C2)CN(C1)C(=O)NCC1=C(C=CC=C1)OC 5-(2,1,3-Benzoxadiazole-4-sulfonyl)-N-[(2-methoxyphenyl)methyl]-1H,2H,3H,4H,5H,6H-pyrrolo[3,4-c]pyrrole-2-carboxamide